CN(C=1SC=2N=C(SC2N1)C1=NC=C(C2=C1N=CN2)C=2C=NNC2)C2CC(NC(C2)(C)C)(C)C N-Methyl-5-[7-(1H-pyrazol-4-yl)-1H-imidazo[4,5-c]pyridin-4-yl]-N-(2,2,6,6-tetramethylpiperidin-4-yl)[1,3]thiazolo[5,4-d][1,3]thiazol-2-amin